BrC=1C=C2C(=NC1N(C)C)N=C(N2)C2=C(C=C(C=C2C)C(F)(F)F)OC 6-Bromo-2-[2-methoxy-6-methyl-4-(trifluoromethyl)phenyl]-N,N-dimethyl-1H-imidazo[4,5-b]pyridin-5-amine